C(C)(C)(C)OC(=O)N(C1CCN(CC1)C=1C2=CN(N=C2C(=C(C1)F)C(=O)OC)C)C1CC1 methyl 4-[4-[tert-butoxycarbonyl(cyclopropyl)amino]-1-piperidyl]-6-fluoro-2-methyl-indazole-7-carboxylate